ClC=1C=CC(=C(C1)S(=O)(=O)NC1=CC=C(C=C1)C1=NC(=C2C(=N1)NN=C2C)N(C)CCN(C)C)F 5-chloro-N-(4-(4-((2-(dimethylamino)ethyl)(methyl)amino)-3-methyl-1H-pyrazolo[3,4-d]pyrimidin-6-yl)phenyl)-2-fluorobenzenesulfonamide